C(NC1=C(C=CC=C1CC)CC)NC1=C(C=CC=C1CC)CC methylene-bis(2,6-diethylaniline)